ClC1=CC(=C(N)C=C1)C1=NC2=C(N1)C(=CC(=C2)C(F)(F)F)Cl 4-Chloro-2-(7-Chloro-5-(trifluoromethyl)-1H-1,3-benzodiazol-2-yl)aniline